isothiocyanato-3-(trifluoromethyl)pyridinenitrile N(=C=S)C1=C(C(=NC=C1)C#N)C(F)(F)F